COC(=O)C(CCC(C=CC=CC(CCC)=O)=O)C(=O)OC 4,9-dioxododecane-5,7-dienedicarboxylic acid dimethyl ester